C(C)N1CCN(CC1)C1=CC=C(C=C1)C1=CC(=C(S1)C(=O)N1C[C@H](CC1)NC(OC(C)(C)C)=O)C tert-butyl (S)-(1-(5-(4-(4-ethylpiperazin-1-yl)phenyl)-3-methylthiophene-2-carbonyl)pyrrolidin-3-yl)carbamate